OC1=C(C=CC(=C1)C(F)(F)F)C1=C(C=C(N=N1)N[C@H]1CN(CCC1)CC(=O)N1CCC2(CC(C2)O)CC1)C 2-[(3R)-3-({6-[2-hydroxy-4-(trifluoromethyl)phenyl]-5-methylpyridazin-3-yl}amino)piperidin-1-yl]-1-{2-hydroxy-7-azaspiro[3.5]nonan-7-yl}ethanone